rac-2'-chloro-5'-methoxy-N-(5-(1-methoxyethyl)-1,3,4-thiadiazol-2-yl)-6-methyl-(4,4'-bipyridine)-3-carboxamide ClC1=NC=C(C(=C1)C1=C(C=NC(=C1)C)C(=O)NC=1SC(=NN1)[C@@H](C)OC)OC |r|